(1S,3R,5R)-1-(5-ethyl-1,3,4-oxadiazol-2-yl)-3-methyl-N-(4-(pyrrolo[2,1-f][1,2,4]triazin-2-yl)-5-(trifluoromethyl)pyridin-2-yl)-6-azabicyclo[3.1.1]heptane-6-carboxamide C(C)C1=NN=C(O1)[C@@]12C[C@@H](C[C@@H](N1C(=O)NC1=NC=C(C(=C1)C1=NN3C(C=N1)=CC=C3)C(F)(F)F)C2)C